5-(difluoromethyl)-3-methyl-1H-1,2,4-triazole FC(C1=NC(=NN1)C)F